3,5-bis(diphenylamino)phenol C1(=CC=CC=C1)N(C=1C=C(C=C(C1)N(C1=CC=CC=C1)C1=CC=CC=C1)O)C1=CC=CC=C1